6-(4-Fluorophenyl)-5-(4-(4-isopropylpiperazin-1-yl)phenyl)-7,8-dihydronaphthalen-2-ol FC1=CC=C(C=C1)C1=C(C=2C=CC(=CC2CC1)O)C1=CC=C(C=C1)N1CCN(CC1)C(C)C